tert-butyl 6-[3-chloro-5-(trifluoromethyl)phenyl]-3-methyl-3,4-dihydro-2H-pyridine-1-carboxylate ClC=1C=C(C=C(C1)C(F)(F)F)C1=CCC(CN1C(=O)OC(C)(C)C)C